[Ge].[Ge].[Ge].[Ge].[I].[Cd] cadmium iodine tetragermanium